N-[(1S)-4-(7-bromo-6-fluoro-2,4-dioxo-1H-quinazolin-3-yl)-1-methyl-butyl]carbamic acid tert-butyl ester C(C)(C)(C)OC(N[C@H](CCCN1C(NC2=CC(=C(C=C2C1=O)F)Br)=O)C)=O